4-(2-((2-Ethyl-7-methyl-[1,2,4]triazolo[1,5-a]pyridin-6-yl)amino)-7-methyl-8-oxo-7,8-dihydro-9H-purin-9-yl)tetrahydro-2H-pyran-4-carbonitrile C(C)C1=NN2C(C=C(C(=C2)NC2=NC=C3N(C(N(C3=N2)C2(CCOCC2)C#N)=O)C)C)=N1